tert-butyl (1S)-5,5-difluoro-1-methyl-2,7-diazaspiro[3.5]nonane-2-carboxylate FC1(C2(CN([C@H]2C)C(=O)OC(C)(C)C)CCNC1)F